methyl 2-cyclopropyl-5-ethoxy-4-((2-(4-(4-formamidobutyl)phenyl)-3-oxo-2,8-diazaspiro[4.5]decan-8-yl)methyl)benzoate C1(CC1)C1=C(C(=O)OC)C=C(C(=C1)CN1CCC2(CC(N(C2)C2=CC=C(C=C2)CCCCNC=O)=O)CC1)OCC